C(C)(CC)NC1=NC(=NC=C1C(F)(F)F)NC=1C=CC(=C(C(=O)OC)C1)B1OC(C(O1)(C)C)(C)C methyl 5-((4-(sec-butyl-amino)-5-(trifluoromethyl)pyrimidin-2-yl)amino)-2-(4,4,5,5-tetramethyl-1,3,2-dioxaborolan-2-yl)benzoate